2-chloro-5-fluoro-4-(1-methyl-1H-pyrazol-5-yl)imidazo[1,5-b]pyridazine ClC=1C=C(C=2N(N1)C=NC2F)C2=CC=NN2C